C(C)(C)(C)OC(NC1CN(C1)C1CCC=2C1=CC(=C1C=C(N=CC21)C2CC2)S(NCC(C)(C)F)(=O)=O)=O N-[1-[3-cyclopropyl-5-[(2-fluoro-2-methyl-propyl)sulfamoyl]-8,9-dihydro-7H-cyclopenta[h]Isoquinolin-7-yl]Azetidin-3-yl]Carbamic acid tert-butyl ester